P(OC(CC1=CC=C(C=C1)N)OP([O-])=O)([O-])=O 4-aminophenylethylidene bisphosphonate